OC1=CC=C(C=C1)C=1C=CC=2N(N1)C=C(N2)CC(=O)O 2-(6-(4-hydroxyphenyl)imidazo[1,2-b]pyridazin-2-yl)acetic acid